FC1=C(OC2=CC=C(C=C2)N2N=C3C(NCC[C@H]3N3CCN(CC3)C(C=C)=O)=C2C(=O)N)C=CC=C1F (7R)-2-[4-(2,3-difluorophenoxy)phenyl]-7-[4-(prop-2-enoyl)piperazin-1-yl]-4,5,6,7-tetrahydro-2H-pyrazolo[4,3-b]pyridine-3-carboxamide